P(=O)(OC(CC)CCCC)(OC(CC)CCCC)OC(CC)CCCC tri-(3-heptyl) phosphate